C(C)OC1=CC2=C(C(N(N=C2C(C)C)CC(=O)OC)=O)S1 Methyl 2-(2-ethoxy-4-isopropyl-7-oxo-thieno[2,3-d]pyridazin-6-yl)acetate